N1(CCCC1)CCC1=C(C=CC(=C1)F)S(=O)(=O)NC1=CC=C2[C@@H]3[C@H](COC2=C1C(=O)O)C3 |r| (1aRS,7bSR)-5-{2-[2-(pyrrolidin-1-yl)-ethyl]-4-fluorobenzenesulfonylamino}-1,1a,2,7b-tetrahydrocyclopropa[c]chromene-4-carboxylic acid